BrC=1C2=C(C(N(C1)CC1=C(C=C(C=C1)C1=NN(C=C1)C)F)=O)N(C=N2)C 7-bromo-5-(2-fluoro-4-(1-methyl-1H-pyrazol-3-yl)benzyl)-3-methyl-3,5-dihydro-4H-imidazo[4,5-c]pyridin-4-one